2-((2,3-difluoro-6-methoxybenzyl)oxy)-5-fluoro-4-nitrophenol FC1=C(COC2=C(C=C(C(=C2)[N+](=O)[O-])F)O)C(=CC=C1F)OC